4-(2-hydroxyethylsulfonamido)-6-(6-azaspiro[2.5]octan-6-yl)benzamide OCCS(=O)(=O)NC1=CC=C(C(=O)N)C(=C1)N1CCC2(CC2)CC1